ClC1=CC=C2C=C(C(=NC2=C1)OC)C1=CN=C(N1)[C@H](CCCCCC(CC)=O)NC(=O)[C@H]1CC12CCN(CC2)C (S)-N-((S)-1-(5-(7-Chloro-2-methoxychinolin-3-yl)-1H-imidazol-2-yl)-7-oxononyl)-6-methyl-6-azaspiro[2.5]octan-1-carboxamid